3-carbamoyl-1-(2,3-di-O-acetyl-5-O-tert-butyldiphenylsilyl-beta-D-ribofuranosyl)pyridine C(N)(=O)C=1CN(C=CC1)[C@H]1[C@H](OC(C)=O)[C@H](OC(C)=O)[C@H](O1)CO[Si](C1=CC=CC=C1)(C1=CC=CC=C1)C(C)(C)C